(2S,11aR)-2-hydroxy-6-methoxy-8-methyl-7-propyl-2,3,11,11a-tetrahydro-1H,5H-benzo[f]pyrrolo[2,1-c][1,4]oxazepine-5-one O[C@H]1C[C@@H]2COC3=C(C(N2C1)=O)C(=C(C(=C3)C)CCC)OC